5-(4-(4-bromo-3-nitrobenzyl)piperazin-1-yl)-N,6-dimethylpicolinamide BrC1=C(C=C(CN2CCN(CC2)C=2C=CC(=NC2C)C(=O)NC)C=C1)[N+](=O)[O-]